N-(4-(3-chloro-4-(2-chloro-3-(6-methoxy-5-(((tetrahydro-2H-pyran-4-yl)amino)methyl)pyridin-2-yl)phenyl)pyridin-2-yl)-2-methoxybenzyl)-N-methyltetrahydro-2H-pyran-4-amine ClC=1C(=NC=CC1C1=C(C(=CC=C1)C1=NC(=C(C=C1)CNC1CCOCC1)OC)Cl)C1=CC(=C(CN(C2CCOCC2)C)C=C1)OC